ClC(=CC1CCCC(N(C1)C(C(=O)N)CC)=O)Cl 2-[6-(2,2-dichlorovinyl)-2-oxo-1-azepanyl]butanamide